7-Bromo-3-chloro-8-fluoroquinoline 1-oxide BrC1=CC=C2C=C(C=[N+](C2=C1F)[O-])Cl